Cl.C(C)OC1=C(C=C2CN(C(C2=C1)=O)CC1=CC2=CC=CC=C2C=C1)C(=O)NC[C@H]([C@H]1NCC2=CC=CC=C2C1)O 6-ethoxy-N-((R)-2-hydroxy-2-((S)-1,2,3,4-tetrahydroisoquinolin-3-yl)ethyl)-2-(naphthalen-2-ylmethyl)-1-oxoisoindoline-5-carboxamide hydrochloride